1-(3-methyloxetan-3-yl)piperidin CC1(COC1)N1CCCCC1